[Si](C)(C)(C(C)(C)C)OCCN1C=C(C2=CC(=CC=C12)C1=NN(C=N1)C)I 1-(2-((tert-butyldimethylsilyl)oxy)ethyl)-3-iodo-5-(1-methyl-1H-1,2,4-triazol-3-yl)-1H-indole